NC=1N=CC(=NC1OC(C)C1=C(C(=CC=C1F)F)Cl)C=1C=C(C(=O)NC2CCN(CC2)C)C=CC1 3-{5-amino-6-[1-(2-chloro-3,6-difluoro-phenyl)-ethoxy]-pyrazin-2-yl}-N-(1-methyl-piperidin-4-yl)-benzamide